(R)-6-(3-(1-(2,4-dichlorophenyl)ethyl)-3H-[1,2,3]triazolo[4,5-d]pyrimidin-5-yl)-2,6-diazaspiro[3.3]heptane-2-carboxylic acid tert-butyl ester C(C)(C)(C)OC(=O)N1CC2(C1)CN(C2)C=2N=CC1=C(N2)N(N=N1)[C@H](C)C1=C(C=C(C=C1)Cl)Cl